ClC1=C(C=C(CN2CCC(CC2)N2C(C3=CC=CC=C3C2=O)C(=O)NC2=CC(=CC(=C2)C2=NN=NN2C)CC)C=C1)C 2-(1-(4-chloro-3-methylbenzyl)piperidin-4-yl)-N-(3-ethyl-5-(1-methyl-1H-tetrazol-5-yl)phenyl)-3-oxoisoindoline-1-carboxamide